trimethylolpropane tri(3-thiolpropionate) S1C=C(C=C1)CCC(=O)O.S1C=C(C=C1)CCC(=O)O.S1C=C(C=C1)CCC(=O)O.C(O)C(CC)(CO)CO